2-(4-(hydroxymethyl)-3-(2-methyl-1H-benzimidazol-5-yl)phenyl)acetonitrile OCC1=C(C=C(C=C1)CC#N)C1=CC2=C(NC(=N2)C)C=C1